N-(1-ethylhexyl)-N-[2-[2-[2-[2-(2-hydroxyethoxy)ethoxy]ethoxy]ethoxy]ethyl]-2,3-bis[(Z)-octadec-9-enoxy]propanamide C(C)C(CCCCC)N(C(C(COCCCCCCCC\C=C/CCCCCCCC)OCCCCCCCC\C=C/CCCCCCCC)=O)CCOCCOCCOCCOCCO